C(C)(C)(C)OC(=O)NC1=CC=C(C=C1)O 4-(tert-butoxycarbonyl-amino)phenol